2-(4-(difluoromethoxy)phenyl)-N-(3-(1,1-difluoropropyl)phenyl)-4-methyloxazole-5-carboxamide FC(OC1=CC=C(C=C1)C=1OC(=C(N1)C)C(=O)NC1=CC(=CC=C1)C(CC)(F)F)F